COC=1C=NC=C(C1C1=CC(=NN1)NC=1N=CC(=NC1)C#N)OCCCNC 5-[(5-{3-methoxy-5-[3-(methylamino)propoxy]pyridin-4-yl}-1H-pyrazol-3-yl)amino]pyrazine-2-carbonitrile